pyrrole-2-formate N1C(=CC=C1)C(=O)[O-]